ClC1=C(C(=NC=C1)N)I 4-chloro-3-iodopyridin-2-amine